4-(4-chloroanilino)-6-amino-7-ethoxyquinoline-3-carbonitrile ClC1=CC=C(NC2=C(C=NC3=CC(=C(C=C23)N)OCC)C#N)C=C1